1,1,2-trifluoro-2-Chloroethylene FC(=C(Cl)F)F